1-bromo-4-chloro-Butane BrCCCCCl